CC1=NC=CC=C1C=1N=C(SC1)NC(OCCCC)=O butyl (4-(2-methylpyridin-3-yl)thiazol-2-yl)carbamate